5-[(2-chloro-6-fluorophenyl)methyl]-2-(cyclopropylmethyl)-4-[(3,3-difluorocyclopentyl)methyl]-2,4-dihydro-3H-1,2,4-triazol-3-one ClC1=C(C(=CC=C1)F)CC=1N(C(N(N1)CC1CC1)=O)CC1CC(CC1)(F)F